ClC1=C(C(O)=CC(=C1Cl)Cl)O 3,4,5-trichlorocatechol